1-(2-(1H-indol-3-yl)ethyl)-7-(2-(dimethylamino)eth-oxy)-6-methoxy-3,4-dihydroisoquinoline-2(1H)-formaldehyde N1C=C(C2=CC=CC=C12)CCC1N(CCC2=CC(=C(C=C12)OCCN(C)C)OC)C=O